FC1=CC=C(C=2N=C(SC21)NC(OC(C)(C)C)=O)B2OC(C(O2)(C)C)(C)C tert-butyl [7-fluoro-4-(4,4,5,5-tetramethyl-1,3,2-dioxaborolan-2-yl)-1,3-benzothiazol-2-yl]carbamate